diphenyl-9,9'-bianthracene C1(=CC=CC=C1)C1=C2C=CC=CC2=C(C2=CC=CC=C12)C=1C2=CC=CC=C2C(=C2C=CC=CC12)C1=CC=CC=C1